NC[C@H]1CCC(N1)=O (5R)-5-(aminomethyl)pyrrolidin-2-one